[(2S)-1-[(tert-butyldimethylsilyl)oxy]-4-(triisopropylsilyl)but-3-yn-2-yl](3,3-difluoropropyl)-amine [Si](C)(C)(C(C)(C)C)OC[C@H](C#C[Si](C(C)C)(C(C)C)C(C)C)NCCC(F)F